NC=1C2=C(N=CN1)N(C=C2C2=C(C=C(C=C2)NC([C@@H](O)C2=CC(=CC=C2)F)=O)Cl)C (S)-N-(4-(4-amino-7-methyl-7H-pyrrolo[2,3-d]pyrimidin-5-yl)-3-chlorophenyl)-2-(3-fluorophenyl)-2-hydroxyacetamide